C(C1=CC=CC=C1)NC(CC(=O)OC(C)(C)C)=O tert-butyl 3-(benzylamino)-3-oxopropanoate